FC1=C(C(=CC(=C1)C=1C(=NC=CC1)OC1COC1)F)C(CCCC(=O)O)C 5-{2,6-difluoro-4-[2-(oxetan-3-yloxy)-pyridin-3-yl]-phenyl}-hexanoic acid